5'-O-(4,4'-Dimethoxytrityl)-3'-O-cyanoethyl-2'-deoxycytidine morpholinophosphorodiamidite O1CCN(CC1)NP(O)N.COC1=CC=C(C(C2=CC=C(C=C2)OC)(C2=CC=CC=C2)OC[C@@H]2[C@H](C[C@@H](O2)N2C(=O)N=C(N)C=C2)OCCC#N)C=C1